N1(N=CN=C1)CC1CC2(CC(C2)NC(=O)NCC2=CC=C(C=C2)Cl)C1 1-(6-((1H-1,2,4-triazol-1-yl)methyl)spiro[3.3]heptan-2-yl)-3-(4-chlorobenzyl)urea